(Rac)-1,6-dimethyl-4-{4-[1-(2-methylphenyl)-1H-pyrazol-4-yl]piperidin-1-yl}-2-oxo-7-[(oxolan-3-yl)oxy]-1,2-dihydroquinoline-3-carbonitrile CN1C(C(=C(C2=CC(=C(C=C12)O[C@H]1COCC1)C)N1CCC(CC1)C=1C=NN(C1)C1=C(C=CC=C1)C)C#N)=O |r|